Cl.FC1=C(C=CC(=C1)C(F)(F)F)[C@@H](C)NC (R)-1-(2-fluoro-4-(trifluoromethyl)phenyl)-N-methylethan-1-amine hydrogen chloride